C(C)(C)(C)OC(=O)NCCC[C@@H](COS(=O)(=O)C1=CC=C(C)C=C1)CC(C)([N+](=O)[O-])C (R)-4-toluenesulfonic acid 2-(3-((tert-butoxycarbonyl) amino) propyl)-4-methyl-4-nitropentyl ester